FC(C(=O)OC(C)(C)[C@@H]1[C@@H]([C@@H]2[C@@H](OC(O2)(C)C)O1)F)(F)F 2-((3aR,5R,6S,6aS)-6-Fluoro-2,2-dimethyltetrahydrofuro[2,3-d][1,3]dioxol-5-yl)propan-2-yl 2,2,2-trifluoroacetate